B(O)(O)O.[I-].[Na+] sodium iodide Borate